C(CCCCCCCC)OC(CC(=O)O)=O 3-(Nonyloxy)-3-oxopropanoic acid